tert-butyl (1R,5R,6S)-6-hydroxy-8-(2-phenylpropan-2-yl)-3,8-diazabicyclo[3.2.1]octane-3-carboxylate O[C@@H]1[C@H]2CN(C[C@@H](C1)N2C(C)(C)C2=CC=CC=C2)C(=O)OC(C)(C)C